S-((1s,3s)-3-(((benzyloxy)carbonyl)(methyl)amino)cyclobutyl)ethanethioate C(C1=CC=CC=C1)OC(=O)N(C1CC(C1)S=C(C)[O-])C